5-(1-methylcyclopropoxy)-3-(4,4,5,5-tetramethyl-1,3,2-dioxaborolan-2-yl)-1-trityl-pyrazolo[3,4-c]pyridine CC1(CC1)OC=1C=C2C(=CN1)N(N=C2B2OC(C(O2)(C)C)(C)C)C(C2=CC=CC=C2)(C2=CC=CC=C2)C2=CC=CC=C2